N(=NC(C#N)(C)C)C(C#N)(C)C Azo(bisisobutyronitril)